ClC1=C(C(=CC=C1)Cl)S(=O)(=O)NC1=CC=C(C=C1)S(NC1=C(C(=CC=C1)Cl)C)(=O)=O 2,6-dichloro-N-(4-(N-(3-chloro-2-methylphenyl)sulfamoyl)phenyl)benzenesulfonamide